3-ethyl-2,4-pentanediol C(C)C(C(C)O)C(C)O